C(C1=CC=CC=C1)OC1=C(C=C(C(=O)OC)C=C1Br)Br methyl 4-(benzyloxy)-3,5-dibromobenzoate